N(=[N+]=[N-])CCC1=CN(C(O1)=O)C1=NC2=C(OCC(N2)=O)N=C1 6-[5-(2-azidoethyl)-2-oxo-1,3-oxazol-3-yl]-4H-pyrazino[2,3-b][1,4]oxazin-3-one